C1(CC1)C1=CC=C(C=C1)[C@@H]1COC=2C(=NC=C(C2)OC2=CC(=NC=C2)C=2C=NN(C2)C)O1 |r| (R/S)-3-(4-cyclopropylphenyl)-7-((2-(1-methyl-1H-pyrazol-4-yl)pyridin-4-yl)oxy)-2,3-dihydro-[1,4]dioxino[2,3-b]pyridine